(2S,5R)-5-(2-chlorophenyl)-1-(4'-methoxy-[1,1'-biphenyl]-4-carbonyl)pyrrolidine-2-carboxylic acid ClC1=C(C=CC=C1)[C@H]1CC[C@H](N1C(=O)C1=CC=C(C=C1)C1=CC=C(C=C1)OC)C(=O)O